FC=1C=C(CNCCN2C3CC(CC2CC3)C=3C=C(C=CC3)O)C=CC1 3-endo-{8-[2-(3-fluorobenzylamino)ethyl]-8-azabicyclo[3.2.1]oct-3-yl}-phenol